CC=1OC(=CC1C(=O)NC1=NC(=NS1)CC(C)OC)C1=CC(=CC=C1)C(F)(F)F 2-methyl-5-(3-(trifluoromethyl)phenyl)-N-(3-(2-methoxypropyl)-1,2,4-thiadiazol-5-yl)furan-3-carboxamide